C1(CCCCC1)NC=1C2=C(N=C(N1)NC1=C(C=C(C=C1)C1=CC=NN1C)OC)NC=C2C(F)(F)F N4-cyclohexyl-N2-(2-methoxy-4-(1-methyl-1H-pyrazol-5-yl)phenyl)-5-(trifluoromethyl)-7H-pyrrolo[2,3-d]pyrimidine-2,4-diamine